8-(4-cyano-3-methyl-phenyl)-N-methyl-6,9-dioxo-5-(4-(trifluoromethyl)-benzyl)-2,5,8-triazaspiro-[3.5]nonane-2-carboxamide C(#N)C1=C(C=C(C=C1)N1CC(N(C2(CN(C2)C(=O)NC)C1=O)CC1=CC=C(C=C1)C(F)(F)F)=O)C